methyl 6-bromo-3-(trifluoromethylsulfanyl)imidazo[1,2-a]pyridine-8-carboxylate BrC=1C=C(C=2N(C1)C(=CN2)SC(F)(F)F)C(=O)OC